(chloro(phenoxy)phosphoryl)-L-valine ClP(=O)(OC1=CC=CC=C1)N[C@@H](C(C)C)C(=O)O